CN1N=CC(=N1)B1OC(C(O1)(C)C)(C)C 2-Methyl-4-(4,4,5,5-tetramethyl-1,3,2-dioxaborolan-2-yl)-2H-1,2,3-triazole